[Si](C)(C)(C(C)(C)C)OC[C@@H]1[C@H]([C@@]([C@H]([C@@H](OCC)O1)N=[N+]=[N-])(O)CC1=CC=CC=C1)OCC1=CC=CC=C1 Ethyl 6-O-t-butyldimethylsilyl-3,4-O-di-benzyl-2-azido-2-deoxy-α-D-glucopyranoside